C(C)OC1=CC=C(C=C1)C1=C(C=C2C(C(COC2=C1)(C)C)NC(O[C@@H]1CN2CCC1CC2)=O)F (S)-quinuclidin-3-yl (7-(4-ethoxyphenyl)-6-fluoro-3,3-dimethylchroman-4-yl)carbamate